C(C)OC1=C(C=CC(=N1)[C@H](CS(=O)(=O)C)N1CC2=CC=CC(=C2C1=O)NC(=O)C1CC1)OC (R)-N-(2-(1-(6-ethoxy-5-methoxypyridin-2-yl)-2-(methylsulfonyl)ethyl)-3-oxoisoindolin-4-yl)cyclopropanecarboxamide